C(#N)C1=CC=C(C=C1)C1=CC=C(C=N1)B(O)O (6-(4-cyanophenyl)pyridin-3-yl)boronic acid